C(C1=CC=CC=C1)(=O)O[C@@H](C(=O)OC)C methyl (R)-2-benzoyloxypropionate